[2-(4-chlorophenyl)imidazo[1,2-a]pyridin-3-yl]methyl-[piperazin-1-yl]methanone ClC1=CC=C(C=C1)C=1N=C2N(C=CC=C2)C1CC(=O)N1CCNCC1